R-5-hydroxyhexanoate O[C@@H](CCCC(=O)[O-])C